C1(CC1)C=1N=NN(C1)[C@H](C(=O)N1[C@@H](C[C@H](C1)O)C(=O)NCCC=1C=NC=NC1)C(C)(C)C (2S,4R)-1-[(2S)-2-(4-cyclopropyltriazol-1-yl)-3,3-dimethyl-butanoyl]-4-hydroxy-N-(2-pyrimidin-5-ylethyl)pyrrolidine-2-carboxamide